[Ti].[Mo].[Cu] Copper-molybdenum-titanium